4-oxocycloheptan-one O=C1CCC(CCC1)=O